N1=C(C=2N3C1=CC=C3C=CC2)C=O IMIDAZO[2,1,5-CD]INDOLIZINE-2-CARBOXALDEHYDE